4-[[(2R,3R,4R,5R)-3-(3,4-difluoro-2-methoxy-phenyl)-4,5-dimethyl-5-(trifluoromethyl)tetrahydrofuran-2-carbonyl]amino]pyridine-2-carboxamide FC=1C(=C(C=CC1F)[C@@H]1[C@@H](O[C@]([C@@H]1C)(C(F)(F)F)C)C(=O)NC1=CC(=NC=C1)C(=O)N)OC